7-methyl-7H-purin-8(9H)-imine CN1C(NC2=NC=NC=C12)=N